C(C1=CC=CC=C1)(=O)OCC=1N=C(C2=CC(=NC=C2C1)Cl)NC(C)(C)C (1-(tert-butylamino)-7-chloro-2,6-naphthyridin-3-yl)methyl benzoate